3-(2-methoxyethyl)thiourea COCCNC(N)=S